C(CC)S(=O)(=O)C12C3=CC=C(C(N3CC(CNC1)C2)=O)C2=CC=C(C=C2)OC(F)(F)F 1-(propylsulfonyl)-5-[4-(trifluoromethoxy)phenyl]-7,11-diazatricyclo[7.3.1.02,7]trideca-2,4-dien-6-one